5-((7-((R)-3-Cyclohexyl-2-methylpropanoyl)-10-hydroxy-7-azaspiro[4.5]decan-10-yl)methyl)-1-ethyl-1,5-dihydro-4H-pyrazolo[3,4-d]pyrimidin-4-one C1(CCCCC1)C[C@H](C(=O)N1CC2(CCCC2)C(CC1)(O)CN1C=NC2=C(C1=O)C=NN2CC)C